Ethyl {(2S,3S)-2-methyl-3-[(3,4,5-trifluorophenyl)carbamoyl]pyrrolidin-1-yl}(oxo)acetate C[C@@H]1N(CC[C@@H]1C(NC1=CC(=C(C(=C1)F)F)F)=O)C(C(=O)OCC)=O